Cl.FC1=C(C=CC(=C1F)OC)C1=CN=C2N1C=CN=C2NC2=CC(=C(C(=O)O)C=C2)CC 4-((3-(2,3-difluoro-4-methoxyphenyl)imidazo[1,2-a]pyrazin-8-yl)amino)-2-ethylbenzoic acid hydrochloride